4-{[1-(3-cyano-1-methyl-2-oxo-1,2-dihydroquinolin-4-yl)piperidin-4-yl]oxy}benzamide C(#N)C=1C(N(C2=CC=CC=C2C1N1CCC(CC1)OC1=CC=C(C(=O)N)C=C1)C)=O